(R)-3-(4-((5-(1-(2,2-difluoroethyl)-1H-benzo[d][1,2,3]triazol-6-yl)-4-methoxypyrrolo[2,1-f][1,2,4]triazin-2-yl)amino)-3,3-difluoropiperidin-1-yl)-2,2-dimethylpropionitrile FC(CN1N=NC2=C1C=C(C=C2)C=2C=CN1N=C(N=C(C12)OC)N[C@H]1C(CN(CC1)CC(C#N)(C)C)(F)F)F